trans-methyl 2-(hydroxymethyl)cyclopropane-1-carboxylate OC[C@H]1[C@@H](C1)C(=O)OC